3-[[4-[(2-amino-4-methyl-pentyl)amino]-6-(2,6-dimethylphenyl)pyrimidin-2-yl]sulfamoyl]benzoic acid NC(CNC1=NC(=NC(=C1)C1=C(C=CC=C1C)C)NS(=O)(=O)C=1C=C(C(=O)O)C=CC1)CC(C)C